[Sb]=O.[F].[Sn] tin fluorine antimony oxide